NC=1SCC2(N1)CCOC1=CC=C(C=C12)NC(=O)C1=NC=C(C=C1)CC#N N-(2'-amino-5'H-spiro[chromane-4,4'-thiazol]-6-yl)-5-cyanomethylpyridineamide